Monocalcium Dicalcium bis(4-fluorophenyl)(methyl)(1H-1,2,4-triazol-1-ylmethyl)silane FC1=CC=C(C=C1)[Si](CN1N=CN=C1)(C)C1=CC=C(C=C1)F.[Ca].[Ca].[Ca]